FC(C(=O)O)(F)F.N1CC(C1)CCN1C=CC2=CC(=CC(=C12)C1=C2C(=NC=C1)C=C(S2)CN2C(C1C(C1C2=O)(C)C)=O)Cl 3-((7-(1-(2-(azetidin-3-yl)ethyl)-5-chloro-1H-indol-7-yl)thieno[3,2-b]Pyridin-2-yl)methyl)-6,6-dimethyl-3-azabicyclo[3.1.0]hexane-2,4-dione trifluoroacetate